ClC1=NC(=C2N=C(NC2=N1)C)N1[C@H](CN([C@@H](C1)C)C(C(C)C)C1=CC(=C(C=C1)F)Cl)C 2-chloro-6-((2S,5R)-4-(1-(3-chloro-4-fluorophenyl)-2-methylpropyl)-2,5-dimethylpiperazin-1-yl)-8-methyl-9H-purine